P(=O)([O-])([O-])[O-].O[Ca+].O[Ca+].O[Ca+] hydroxyl-calcium phosphate salt